tert-butyl ((1r,4r)-4-((2-cyclopropylethyl)(2-(2,6-dioxopiperidin-3-yl)-1-oxoisoindolin-4-yl)amino)cyclohexyl)carbamate C1(CC1)CCN(C1CCC(CC1)NC(OC(C)(C)C)=O)C1=C2CN(C(C2=CC=C1)=O)C1C(NC(CC1)=O)=O